1-(5-(4-((3,4-dichloro-2-fluorophenyl)amino)quinazolin-6-yl)-3,6-dihydropyridin-1(2H)-yl)prop-2-en-1-one ClC=1C(=C(C=CC1Cl)NC1=NC=NC2=CC=C(C=C12)C1=CCCN(C1)C(C=C)=O)F